(S)-1-([1,1'-biphenyl]-4-yl)-3-(1-((5-bromo-1-methyl-1H-imidazol-2-yl)methyl)pyrrolidin-3-yl)-1,3-dihydro-2H-imidazo[4,5-b]pyridin-2-one C1(=CC=C(C=C1)N1C(N(C2=NC=CC=C21)[C@@H]2CN(CC2)CC=2N(C(=CN2)Br)C)=O)C2=CC=CC=C2